tert-butyl (R)-(1-(6-cyclopropyl-8-(6-oxo-2,5-dioxa-7-azaspiro[3.4]octan-7-yl)imidazo[1,2-a]pyridin-2-yl)ethyl)carbamate C1(CC1)C=1C=C(C=2N(C1)C=C(N2)[C@@H](C)NC(OC(C)(C)C)=O)N2C(OC1(COC1)C2)=O